2-(2,4-Dimethoxybenzyl)-7-nitro-1(2H)-isoquinolinone COC1=C(CN2C(C3=CC(=CC=C3C=C2)[N+](=O)[O-])=O)C=CC(=C1)OC